NC1=C2C(=NC=N1)N(N=C2C2=CC=C(C=C2)OC2=CC=CC=C2)C2CCN(CC2)CC2=CC(=NC(=C2)F)N2C(NC(CC2)=O)=O 1-(4-((4-(4-amino-3-(4-phenoxyphenyl)-1H-pyrazolo[3,4-d]pyrimidin-1-yl)piperidin-1-yl)methyl)-6-fluoropyridin-2-yl)dihydropyrimidine-2,4(1H,3H)-dione